C(C)(=O)C=1N(C(C(=CC1C(=O)OC)C=1CCN(CC1)CC1=CC=CC=C1)=O)C methyl 2-acetyl-5-(1-benzyl-3,6-dihydro-2H-pyridin-4-yl)-1-methyl-6-oxo-pyridine-3-carboxylate